N4-(sec-Butyl)-M-(2-(1-(cyclopropylsulfonyl)-1H-pyrazol-4-yl)pyrimidin-4-yl)-5-((1-(2-fluoroethyl)-1H-pyrazol-4-yl)ethynyl)pyridine-2,4-diamine C(C)(CC)NC1=C(C(=NC=C1C#CC=1C=NN(C1)CCF)N)C1=NC(=NC=C1)C=1C=NN(C1)S(=O)(=O)C1CC1